N-(5-(4-(4,5-difluoro-2-(2-hydroxypropan-2-yl)phenylaminoamino)-1,3,5-triazin-2-ylamino)-4-methoxy-2-(methyl(2-(pyrrolidin-1-yl)ethyl)amino)phenyl)acrylamide FC1=CC(=C(C=C1F)NNC1=NC(=NC=N1)NC=1C(=CC(=C(C1)NC(C=C)=O)N(CCN1CCCC1)C)OC)C(C)(C)O